CC1=CC(=C(C(N1)=O)CNC(=O)C=1C=2C=NN(C2C=C(C1)C1=CC(=NC=C1)N1CCN(CC1)C)C(C)C)CCC N-[(6-methyl-2-oxo-4-propyl-1H-pyridin-3-yl)methyl]-6-[2-(4-methylpiperazin-1-yl)pyridin-4-yl]-1-propan-2-ylindazole-4-carboxamide